N-[1-(5-{3-cyano-6-ethoxypyrazolo[1,5-a]pyridin-4-yl}pyridin-2-yl)-4-[(methylamino)methyl]piperidin-4-yl]-2,5-difluorobenzamide C(#N)C=1C=NN2C1C(=CC(=C2)OCC)C=2C=CC(=NC2)N2CCC(CC2)(CNC)NC(C2=C(C=CC(=C2)F)F)=O